CC=1C(=NC=CC1)C1=C(C(=NC=2C=C(CCC12)C1=C(N=CS1)C)N1CC2(CN(C2)C(C=C)=O)CC1)C#N 4-(3-methyl-2-pyridinyl)-7-(4-methyl-1,3-thiazol-5-yl)-2-(2-(2-propenoyl)-2,6-diazaspiro[3.4]octan-6-yl)-5,6-dihydro-3-quinolinecarbonitrile